1-(t-butoxycarbonyl)-4-[5-(3-oxo-3H-isobenzofuran-1-ylmethylene)-2-fluorobenzoyl]piperazine C(C)(C)(C)OC(=O)N1CCN(CC1)C(C=1C(=CCC(C1)=CC1OC(C2=CC=CC=C12)=O)F)=O